BrC=1C(C2(CC1)CCN(CC2)C(=O)OC(C)(C)C)=C=O t-butyl 2-bromo-1-carbonyl-8-azaspiro[4.5]dec-2-ene-8-carboxylate